C(C)(C)(C)C1=C(C(=C(C#N)C=C1C(C)(C)C1=CC=C(C=C1)OCC1=NC(=NC=C1)N1CCOCC1)OC1CC1)Cl tert-butyl-3-chloro-2-cyclopropoxy-5-(2-(4-((2-morpholinopyrimidin-4-yl)methoxy)phenyl)propan-2-yl)benzonitrile